BrC1=CC=C(NC(=O)NS)C=C1 N-4-bromoanilinocarbonylsulfenamide